F[C@H]1[C@H]2C=C[C@@H](C[C@@H]1OC=1N=CC(=NC1)C=1C=C3C=CN=CC3=CC1O)N2 6-(5-(((1R,2S,3S,5R)-2-fluoro-8-azabicyclo[3.2.1]oct-6-en-3-yl)oxy)pyrazin-2-yl)isoquinolin-7-ol